4-pyridinemethaneamine N1=CC=C(C=C1)CN